FC1(CNC=2CCC(C(C12)O)C1=C(C=CC=C1)C(F)(F)F)C(F)(F)F 3-fluoro-5-(trifluoromethylphenyl)-3-(trifluoromethyl)-4,5,6,7-tetrahydro-1H-indol-4-ol